tertbutyl 9-(1-bromoethyl)-4,7-dimethyl-5-oxo-4,5-dihydroimidazo[1,5-a]quinazoline-3-carboxylate BrC(C)C=1C=C(C=C2C(N(C=3N(C12)C=NC3C(=O)OC(C)(C)C)C)=O)C